(1R,2S)-2-((R)-2'-cyclopentyl-2'-hydroxy-2'-phenyl-acetoxy)-7-methyl-7-azabicyclo[2.2.1]heptane C1(CCCC1)[C@](C(=O)O[C@@H]1[C@H]2CCC(C1)N2C)(C2=CC=CC=C2)O